FC1=C(C=CC=2N1C=C(N2)C(=O)NC2(CCS(CC2)(=O)=O)C)OC2=NC=CC=C2OCC(F)(F)F 5-fluoro-N-(4-methyl-1,1-dioxo-thian-4-yl)-6-[[3-(2,2,2-trifluoroethoxy)-2-pyridyl]oxy]imidazo[1,2-a]pyridine-2-carboxamide